CC1=CC=CC(=N1)C=1N=CC2=C(N1)N(CC2)C2=C1C(=NC=C2)NC=C1 2-(6-methylpyridin-2-yl)-7-(1H-pyrrolo[2,3-b]pyridin-4-yl)-6,7-dihydro-5H-pyrrolo[2,3-d]pyrimidine